ClC=1C=C2C(=NC(=NC2=CC1)C)N1CC=2C=C(C=NC2CC1)C=1C=NC(=CC1)C 6-chloro-2-methyl-4-[3-(6-methyl-3-pyridyl)-7,8-dihydro-5H-1,6-naphthyridin-6-yl]quinazoline